FC1(CC(C1)NC(=O)C1=CC=2C(N(C=C(C2N1)C1=C(C=CC(=C1)C(C)(C)O)OC1=C(C=C(C=C1C)F)C)C)=O)F N-(3,3-difluorocyclobutyl)-7-(2-(4-fluoro-2,6-dimethylphenoxy)-5-(2-hydroxyprop-2-yl)phenyl)-5-methyl-4-oxo-4,5-dihydro-1H-pyrrolo[3,2-c]pyridine-2-amide